4H-pyrano[3,4-d]thiazol-7-one S1C=NC2=C1C(COC2)=O